C(C1=CC=CC=C1)OC=1C=C(C=2N(N1)C=C(C2)C(CBr)=O)OC 1-(2-(benzyloxy)-4-methoxypyrrolo[1,2-b]pyridazin-6-yl)-2-bromoethan-1-one